N1(CCOCC1)C12CCC(CC1)(CC2)C(=O)O 4-morpholinylbicyclo[2.2.2]Octane-1-carboxylic acid